O1C(OCCC1)CCCCC[Mg]Cl [5-(1,3-dioxan-2-yl)pentyl]magnesium chloride